NCCNCCC[SiH](OCC)OCC N-β-aminoethyl-γ-aminopropyl-diethoxysilane